9-(2-Cyclopropylethyl)-4-ethyl-1-oxa-4,9-diazaspiro[5.5]undecan-3-on C1(CC1)CCN1CCC2(CN(C(CO2)=O)CC)CC1